6-[4-[acetyl(3,3-difluoropropyl)amino]-3-methyl-phenyl]-N-(3-pyridylmethyl)pyridine-3-carboxamide C(C)(=O)N(C1=C(C=C(C=C1)C1=CC=C(C=N1)C(=O)NCC=1C=NC=CC1)C)CCC(F)F